ClC1=CC=CC2=CC=CC(=C12)Cl 1,8-Dichloronaphthalene